3-Amino-3-({1-methoxy-1,3-dioxo-3-[(3,3,5-trimethylcyclohexyl)oxy]propan-2-yl}carbamoyl)propanoic acid NC(CC(=O)O)C(NC(C(=O)OC)C(OC1CC(CC(C1)C)(C)C)=O)=O